OC1=C2[C@@H]3C(C(OC2=CC(=C1)C(C)(CCCCCC)C)(C)C)CC=C(C3)OC#N [(10As)-1-hydroxy-6,6-dimethyl-3-(2-methyloctan-2-yl)-6a,7,10,10a-tetrahydrobenzo[c]chromen-9-yl]cyanate